BrC1=CC(=C(C(=C1)C)CN)C 4-bromo-2,6-dimethylphenyl-methanamine